OCCS(=O)(=O)NC1=CC(=C(C(=O)NC2=CC=CC3=C2N=C2N3CCCC2C)C=C1)N1CCC2(CC2)CC1 4-(2-hydroxyethanesulfonylamino)-N-(4-methyl-1,2,3,4-tetrahydrobenzo[4,5]imidazo[1,2-a]pyridin-6-yl)-2-(6-azaspiro[2.5]octan-6-yl)benzamide